COCCN(C=1N=C(C=2N=C(N=C(C2N1)N1CC(N(CC1)C)=O)N(CCOC)CC1=CC(=C(C(=O)O)C=C1)C)N1CCC(CC1)OC)CCOC 4-(((6-(bis(2-methoxyethyl)amino)-8-(4-methoxypiperidin-1-yl)-4-(4-methyl-3-oxopiperazin-1-yl)pyrimido[5,4-d]pyrimidin-2-yl)(2-methoxyethyl)amino)methyl)-2-methylbenzoic acid